3-(4-Bromo-9H-pyrido[2,3-b]indol-9-yl)piperidine-2,6-dione phospholactate P(=O)(=O)OC(C(=O)O)C.BrC1=CC=NC=2N(C3=CC=CC=C3C21)C2C(NC(CC2)=O)=O